(2S,3S)-tert-butyl 2-(benzyloxycarbonylamino)-3-((tert-butoxycarbonylamino)methyl)-6-(4,4,5,5-tetramethyl-1,3,2-dioxaborolan-2-yl)hexanoate C(C1=CC=CC=C1)OC(=O)N[C@H](C(=O)OC(C)(C)C)[C@@H](CCCB1OC(C(O1)(C)C)(C)C)CNC(=O)OC(C)(C)C